(1S,3S)-4'-Chloro-5'-(3-(4-(cyanomethyl)-3-methylpyridin-2-yl)-2-fluorophenyl)-3-methyl-1',2'-dihydrospiro[cyclopentane-1,3'-pyrrolo[2,3-b]pyridine]-3-carboxamide ClC1=C2C(=NC=C1C1=C(C(=CC=C1)C1=NC=CC(=C1C)CC#N)F)NC[C@@]21C[C@](CC1)(C(=O)N)C